BrC1=CC(=CC=2C(N(CCOC21)CC2=CC(=CC(=C2)OC)OC)=O)CO 9-bromo-4-(3,5-dimethoxybenzyl)-7-(hydroxymethyl)-3,4-dihydrobenzo[f][1,4]oxazepin-5(2H)-one